ClC1=C2CC(CC2=CC=C1)CC#N 2-(4-chloro-2,3-dihydro-1H-inden-2-yl)acetonitrile